2-(3-Fluorophenyl)-N-[(2S)-1-hydroxypropan-2-yl]-3-oxo-6-[5-(trifluoromethyl)pyridin-2-yl]-2,3-dihydropyridazine-4-carboxamide FC=1C=C(C=CC1)N1N=C(C=C(C1=O)C(=O)N[C@H](CO)C)C1=NC=C(C=C1)C(F)(F)F